BrC1=CC2=C(N(C(N2CC2=C(C=C(C=C2)C=2OC(=NN2)C(F)F)F)=O)C)C=C1 5-bromo-3-(4-(5-(difluoromethyl)-1,3,4-oxadiazole-2-yl)-2-fluorobenzyl)-1-methyl-1,3-dihydro-2H-benzo[d]imidazole-2-one